4-[[6-[[8-(methylamino)-5-[5-(methylamino)-1,3-benzoxazol-2-yl]-2,7-naphthyridin-3-yl]amino]-2-pyridyl]oxy]butanoic acid CNC=1N=CC(=C2C=C(N=CC12)NC1=CC=CC(=N1)OCCCC(=O)O)C=1OC2=C(N1)C=C(C=C2)NC